C(C)(=O)NC1=CC=NN1C1=NN=C(S1)NC(=O)C1=CC(=C(C(O1)=O)OCCN1CCOCC1)C1=C(C=CC=C1OC)OC N-(5-(5-acetamido-1H-pyrazol-1-yl)-1,3,4-thiadiazol-2-yl)-4-(2,6-dimethoxyphenyl)-3-(2-morpholinoethoxy)-2-oxo-2H-pyran-6-carboxamide